N[C@@H](C(=O)N[C@H](C(=O)N[C@H](CCCCN)C1=NC(=NO1)CC1=CC=CC=C1)CC1=C(C=C(C=C1C)O)C)CCCNC(=N)N (R)-2-amino-N-((S)-1-(((R)-5-amino-1-(3-benzyl-1,2,4-oxadiazol-5-yl)pentyl)amino)-3-(4-hydroxy-2,6-dimethylphenyl)-1-oxopropan-2-yl)-5-guanidino-pentanamide